sodium carbodiimide sulfate S(=O)(=O)([O-])[O-].N=C=N.[Na+].[Na+]